C1(CC1)[C@@H]1N(C2=CC=C(C=C2[C@@H]([C@H]1C)NC1=NC=C(N=C1)C)F)C(C)=O ((2S,3R,4R)-2-cyclopropyl-6-fluoro-3-methyl-4-((5-methyl-pyrazin-2-yl)amino)-3,4-dihydroquinolin-1(2H)-yl)ethanone